(S)-N-(3-chloro-2,4-difluorophenyl)-N-methyl-2-oxo-3-(4-(trifluoromethyl)-5,6-dihydrospiro[cyclopenta[b]pyridine-7,2'-[1,3]dithiolane]-2-yl)imidazolidine-4-carboxamide ClC=1C(=C(C=CC1F)N(C(=O)[C@H]1N(C(NC1)=O)C1=CC(=C2C(=N1)C1(SCCS1)CC2)C(F)(F)F)C)F